ClC=1C=C(C(=NC1)N1C([C@@H](N(C(C1)=O)CC1=CC=C(C=C1)C(F)(F)F)CNC(C)=O)=O)F (S)-N-((4-(5-chloro-3-fluoropyridin-2-yl)-3,6-dioxo-1-(4-(trifluoromethyl)benzyl)piperazin-2-yl)methyl)acetamide